N(C1=CC=CC=C1)C1=NC=CC(=N1)C1=CC(NC(=C1)C=1C=NC=CC1)=O 4-(2-Anilinopyrimidin-4-yl)-6-(3-pyridyl)-1H-pyridin-2-on